C(#C)C1=CC(=NC=N1)C(C#N)(C)C 2-(6-Ethynylpyrimidin-4-yl)-2-methylpropanenitrile